(2S,4r)-1-[(2S)-2-(4-cyclopropyl-triazol-1-yl)-3,3-dimethyl-butyryl]-4-hydroxy-N-[2-morpholino-2-(2-thienyl)ethyl]pyrrolidine-2-carboxamide C1(CC1)C=1N=NN(C1)[C@H](C(=O)N1[C@@H](C[C@H](C1)O)C(=O)NCC(C=1SC=CC1)N1CCOCC1)C(C)(C)C